NC1=C2N=C(N(C2=NC=N1)CCNC(=O)C1CC1)SC=1C=C2C(CCC2=CC1I)=O Cyclopropanecarboxylic acid {2-[6-amino-8-(6-iodo-3-oxo-indan-5-ylsulfanyl)-purin-9-yl]-ethyl}-amide